dicarboxyl-pentylenediamine C(=O)(O)NCCCCCNC(=O)O